COC1(CN(C1)C(=O)[C@@H]1CC[C@H]2N1C([C@H](CC1(CC2)CC1)NC(OC(C)(C)C)=O)=O)C=1N(C=CN1)C tert-butyl ((3'S,6'S,10a'S)-3'-(3-methoxy-3-(1-methyl-1H-imidazol-2-yl)azetidine-1-carbonyl)-5'-oxooctahydro-5'H-spiro[cyclopropane-1,8'-pyrrolo[1,2-a]azocin]-6'-yl)carbamate